(R)-5-(2-((4-((4-fluoro-2-methyl-1H-indol-5-yl)oxy)-6-methoxyquinolin-7-yl)oxy)ethyl)-5-azaspiro[2.4]heptan-7-ol FC1=C2C=C(NC2=CC=C1OC1=CC=NC2=CC(=C(C=C12)OC)OCCN1CC2(CC2)[C@H](C1)O)C